N1(CCCCC1)C1=NN=C(S1)N 5-(piperidin-1-yl)-1,3,4-thiadiazol-2-amine